benzyl [(1R,3S,5S)-3-(methoxymethoxy)-5-{[6-(2,2,2-trifluoroethyl)thieno[2,3-d]pyrimidin-4-yl]amino}cyclohexyl]carbamate COCO[C@@H]1C[C@@H](C[C@@H](C1)NC=1C2=C(N=CN1)SC(=C2)CC(F)(F)F)NC(OCC2=CC=CC=C2)=O